ClC1=CC=C(CN2CCN(C3=CC=CC=C23)C(=O)N[C@H]2CNCC2)C=C1 (R)-4-(4-chlorobenzyl)-N-(pyrrolidin-3-yl)-3,4-dihydroquinoxaline-1(2H)-carboxamide